NC1=C(N=CC=N1)SC1=C(C=2N(C=C1)C=C(N2)C)Cl 6-amino-5-((8-chloro-2-methylimidazo[1,2-a]pyridin-7-yl)thio)pyrazine